5-methyl-4,6-nonanediol dibenzoate C(C1=CC=CC=C1)(=O)OC(CCC)C(C(CCC)OC(C1=CC=CC=C1)=O)C